FC1=C(C=CC(=C1)F)[C@@H]1N(C(C[C@H]1NC(C(C)(F)F)=O)=O)C=1C=C2C=NN(C2=CC1)C1=CN(C(C=C1)=O)C trans-N-(2-(2,4-difluorophenyl)-1-(1-(1-methyl-6-oxo-1,6-dihydropyridin-3-yl)-1H-indazol-5-yl)-5-oxopyrrolidin-3-yl)-2,2-difluoropropanamide